6-(2-hydroxyethoxy)-1-[(cis)-3-hydroxy-3-methylcyclobutyl]-1H,2H,3H,4H-pyrido[2,3-d]pyrimidin-2-one OCCOC1=CC2=C(N(C(NC2)=O)C2CC(C2)(C)O)N=C1